C(CCCCCCCCCCCCCCC)(=O)[O-].[Sn+2].C(CCCCCCCCCCCCCCC)(=O)[O-] tin(II) palmitate